F[C@H]1CN(CC[C@H]1O)C1=NC=CC(=N1)NC=1N=CC2=C(N=CC(=C2C1)[C@@H]1COCC1)N1[C@@H](CC1)C (3S,4R)-3-fluoro-1-(4-((8-((R)-2-methylazetidin-1-yl)-5-((R)-tetrahydrofuran-3-yl)-2,7-naphthyridin-3-yl)amino)pyrimidin-2-yl)piperidin-4-ol